[C@H]12CN(C[C@H](CC1)N2)C=2C1=C(N=C(N2)OCC23CCCN3CCC2)C(=C(N=C1)C1=CC=CC2=C1N=CS2)F 4-(4-((1R,5S)-3,8-diazabicyclo[3.2.1]octan-3-yl)-8-fluoro-2-((hexahydro-1H-pyrrolizin-7a-yl)methoxy)pyrido[4,3-d]pyrimidin-7-yl)benzo[d]thiazole